C(C)(C)(C)C=1C(=C(C=C(C1)C)N(C1=C(C=CC=C1)C1=CC(=CC(=C1)C)C(C)(C)C1=CC=CC=C1)CCCOC)O 2'-((3-(tert-butyl)-2-hydroxy-5-methylphenyl)(3-methoxypropyl)amino)-5-methyl-3-(2-phenylpropan-2-yl)-[1,1'-biphenyl]